Arginyl-fructosyl-Glucose C(C[C@@H](C(=O)[C@@]([C@H]([C@@H]([C@@H](CO)O)O)O)(C(=O)C1([C@H]([C@@H]([C@H](O1)CO)O)O)CO)O)N)CN=C(N)N